N-ethyl-N-(2-methyl-1,3-benzoxazol-6-yl)benzamide C(C)N(C(C1=CC=CC=C1)=O)C1=CC2=C(N=C(O2)C)C=C1